2-[[(tert-butoxy)carbonyl](methyl)amino]-4,4,4-trifluorobutanoic acid C(C)(C)(C)OC(=O)N(C(C(=O)O)CC(F)(F)F)C